4-[amino(methyl)amino]-6,8-dihydro-5H-pyrido[2,3-d]pyrimidin-7-one NN(C=1C2=C(N=CN1)NC(CC2)=O)C